F[B-](F)(F)F.[Zn+2].C(CCC)N1CN(C=C1)C.F[B-](F)(F)F 1-butyl-3-methylimidazole zinc tetrafluoroborate salt